C(#C)C=1C=CC(=C(NC=2C3=C(N=CN2)C=CC(=N3)N3CN(CC3)C(=O)OC(C)(C)C)C1)F tert-butyl 3-[4-(5-ethynyl-2-fluoro-anilino)pyrido[3,2-d]pyrimidin-6-yl]imidazolidine-1-carboxylate